C[N+](CC(=O)N([C@](CCC(=O)[O-])(C(=O)[O-])CCCCCCCCCCCC)CCCCCCCCCCCC)(C)C N-(α-trimethylammonioacetyl)-didodecyl-D-glutamate